BrC1=CC=CN2C(=CC=C12)C(=O)C1=CC(=C(N)C=C1)F 4-(8-Bromoindolizine-3-carbonyl)-2-fluoroaniline